Cl.Cl.F[C@H]1CN(CC1)CCSC=1NC2=CC=CC=C2CN1 (R)-2-((2-(3-fluoropyrrolidin-1-yl)ethyl)thio)-1,4-dihydroquinazoline dihydrochloride